C1(CCCC1)(C1=CC=C2C(=CC(N(C2=C1)C)(C)C)C)C1=CC=C2C(=CC(N(C2=C1)C)(C)C)C 7,7'-Cyclopentane-1,1-diylbis(1,2,2,4-tetramethyl-1,2-dihydroquinoline)